C(C)(C)C1=C(C=2C(C3=CC=CC=C3SC2C=C1)=O)C(C)C Diisopropylthioxanthone